C(C)(=O)N1CCC(CC1)C1=CC2=C(N=CN=C2N[C@H](C)C2=C(C(=CC=C2)C(F)F)C(F)F)N(C1=O)C 6-(1-acetyl-4-piperidyl)-4-[[(1R)-1-[2,3-bis(difluoromethyl)phenyl]ethyl]amino]-8-methyl-pyrido[2,3-d]pyrimidin-7-one